COC(=O)C1CCC(CC1)OC1OCCCC1.OC1CC(OC1)C(=O)OCC ethyl 4-hydroxytetrahydrofuran-2-carboxylate Methyl-4-((tetrahydro-2H-pyran-2-yl)oxy)cyclohexane-1-carboxylate